(S)-5-((((3'-Chloro-2'-(2-chloro-3-((2-fluoro-3-(((2-hydroxyethyl)(methyl)amino)methyl)phenyl)amino)phenyl)-6-methoxy-[2,4'-bipyridin]-5-yl)methyl)amino)methyl)pyrrolidin-2-one ClC=1C(=NC=CC1C1=NC(=C(C=C1)CNC[C@@H]1CCC(N1)=O)OC)C1=C(C(=CC=C1)NC1=C(C(=CC=C1)CN(C)CCO)F)Cl